2-(5-bromo-4-methyl-1H-indazol-1-yl)ethan-1-ol BrC=1C(=C2C=NN(C2=CC1)CCO)C